4-(4-fluorophenyl)-N-(4-(2-(methylcarbamoyl)pyridin-4-yloxy)phenyl)picolinamide FC1=CC=C(C=C1)C1=CC(=NC=C1)C(=O)NC1=CC=C(C=C1)OC1=CC(=NC=C1)C(NC)=O